zinc di-acrylate C(C=C)(=O)[O-].C(C=C)(=O)[O-].[Zn+2]